2-Phenyl-cyclopropanecarboxylic acid (4-bromo-2,6-dimethyl-phenyl)-amide BrC1=CC(=C(C(=C1)C)NC(=O)C1C(C1)C1=CC=CC=C1)C